C(C1=CC=CC=C1)N1C(N(SC1=O)CCN1C=CN(C=C1)C(=O)OC(C)(C)C)=O tert-butyl 4-(2-(4-benzyl-3,5-dioxo-1,2,4-thiadiazolidin-2-yl) ethyl)-1,4-diazine-1-carboxylate